BrC=1C(N(C(=CC1OCC1=C(C=C(C=C1)F)F)C)CC1=NC=C(N=C1)C)=O 3-bromo-4-[(2,4-difluorobenzyl)oxy]-6-methyl-1-[(5-methylpyrazin-2-yl)methyl]pyridin-2(1H)-one